C(CCC)OC(\C(=C(/C(=O)O)\CCCC)\CCCC)=O tributylmaleic acid